C1(=CC=CC=C1)C1CC(C1)N1C(C(NCC1)=O)=O 1-(3-phenylcyclobutyl)piperazine-2,3-dione